1-[2-(trimethylsilyl)ethynyl]cyclopropan-1-ol C[Si](C#CC1(CC1)O)(C)C